BrC=1C=C(C=CC1F)S(=O)(=O)NC 3-bromo-4-fluoro-N-methyl-benzenesulfonamide